ClC1=C(C=CC=C1F)[C@H]1CC2(COC2)CCN1C=1C(=NC=CN1)C(=O)N[C@H](C)\C=C\S(=O)(=O)C ((R)-6-(2-Chloro-3-fluorophenyl)-2-oxa-7-azaspiro[3.5]nonan-7-yl)-N-((R,E)-4-(methylsulfonyl)but-3-en-2-yl)pyrazine-2-carboxamide